ClC1=CC=C2C(=C(NC2=C1Cl)C=1NC(=NN1)S)C=1C=NN(C1)C1OCCCC1 5-[6,7-dichloro-3-(1-tetrahydropyran-2-ylpyrazol-4-yl)-1H-indol-2-yl]-4H-1,2,4-triazole-3-thiol